2-[(2s)-2-aminopropyl]-7-{[(furan-2-yl)methyl]amino}-3-methylthieno[3,2-b]pyridine-5-carbonitrile N[C@H](CC1=C(C2=NC(=CC(=C2S1)NCC=1OC=CC1)C#N)C)C